BrC1=C(C(N(C2=CC=CN=C12)CC1=CC=C(C=C1)OC)=O)OCC1=CC=C(C=C1)C 4-Bromo-1-(4-methoxybenzyl)-3-[(4-methylbenzyl)oxy]-1H-1,5-naphthyridin-2-one